FC=1C(NC(N(C1)[C@H]1C[C@@H]([C@H](O1)[C@@H](CO)O[P@@](=O)(OC1=CC=CC2=CC=CC=C12)N[C@@H](C)C(=O)OCC(CC)CC)O)=O)=O 2-ethylbutyl ((R)-((R)-1-((2S,3S,5R)-5-(5-fluoro-2,4-dioxo-3,4-dihydropyrimidin-1(2H)-yl)-3-hydroxytetrahydrofuran-2-yl)-2-hydroxyethoxy)(naphthalen-1-yloxy)phosphoryl)-L-alaninate